tert-butyl 6-(dimethylamino)-3,4-dihydroisoquinoline-2(1H)-carboxylate CN(C=1C=C2CCN(CC2=CC1)C(=O)OC(C)(C)C)C